Cl.CC1NCCOCC1 5-Methyl-1,4-oxaazepane hydrochloride